acryloyloxyethoxycarbonylphthalate C(C=C)(=O)OCCOC(=O)C1=C(C(C(=O)[O-])=CC=C1)C(=O)[O-]